hydroxyeicosyl acrylate C(C=C)(=O)OCCCCCCCCCCCCCCCCCCCCO